FC(C=1C(=C(C=CC1)[C@@H](C)NC=1C2=C(N=C(N1)C)N1C(C(=C2)C(=O)OCC)=NC=C1)F)F ethyl (R)-4-((1-(3-(difluoromethyl)-2-fluorophenyl) ethyl) amino)-2-methylimidazo[1',2':1,6]pyrido[2,3-d]pyrimidine-6-carboxylate